NC1=NC(=C(C(=N1)Cl)NC=O)N[C@H]1C=C[C@@H](C1)CO N-[2-amino-4-chloro-6-[[(1R,4R)-4-hydroxymethyl-2-cyclopenten-1-yl]amino]-5-pyrimidinyl]carboxamide